amino-6-oxohexanoate NC(C(=O)[O-])CCCC=O